tert-butyl (1S,4S)-5-benzyl-1-methyl-2,5-diazabicyclo[2.2.2]octane-2-carboxylate C(C1=CC=CC=C1)N1[C@@H]2CN([C@](C1)(CC2)C)C(=O)OC(C)(C)C